4-(2-(3,5-dichloro-4-(2-chloroethoxy)phenyl)propan-2-yl)aniline ClC=1C=C(C=C(C1OCCCl)Cl)C(C)(C)C1=CC=C(N)C=C1